7H-indene C=1C=CC2=CC=CCC12